C1(CC1)C1=C2COC(C2=CC=C1C1OCC1)=O 4-cyclopropyl-5-(oxetan-2-yl)isobenzofuran-1(3H)-one